COC(C(C(CC)=O)N1C2C(CCC1)N(CC2)C(=O)OC(C)(C)C)=O tert-butyl 4-(1-methoxy-1,3-dioxopentan-2-yl)octahydro-1H-pyrrolo[3,2-b]pyridine-1-carboxylate